BrC=1C=CC(=NC1)N1CC(CC1)(O)C(F)(F)F 1-(5-bromo-2-pyridinyl)-3-(trifluoromethyl)pyrrolidin-3-ol